tert-butyl (S)-2-(((1H-imidazole-1-carbonyl)oxy)methyl)piperidine-1-carboxylate N1(C=NC=C1)C(=O)OC[C@H]1N(CCCC1)C(=O)OC(C)(C)C